2-deoxy-2-acetamido-beta-D-glucopyranose C(C)(=O)N[C@H]1[C@H](O)O[C@@H]([C@H]([C@@H]1O)O)CO